CN([C@@H]([C@@H](OCC1=CC=CC=C1)C)C(=O)O)C(=O)OC(C)(C)C methyl-O-benzyl-N-(tert-butoxycarbonyl)-L-allothreonine